ClC=1C(=C(C=CC1)CNC(CN(C(CN1N=CC2=CC(=CC=C12)C(=O)O)=O)C(C)C)=O)F 1-(2-((2-((3-chloro-2-fluorophenylmethyl)amino)-2-oxoethyl)(isopropyl)amino)-2-oxoethyl)-1H-indazole-5-carboxylic acid